[4-(fluoromethoxy)-5,6,7,8-tetrahydro-1,7-naphthyridine-7-carbonyl]-6-methyl-N-(1-methylcyclopropyl)furo[2,3-d]pyrimidin-4-amine FCOC1=CC=NC=2CN(CCC12)C(=O)C=1N=C(C2=C(N1)OC(=C2)C)NC2(CC2)C